N[C@@H](CC(=O)[O-])C(=O)OCCCCCCCCCCCCCCCCCC.[K+].[K+].C(CCCCCCCCCCCCCCCCC)OC([C@@H](N)CC(=O)[O-])=O dipotassium stearyl aspartate